FC=1C=C(C=NC1)C1=CN(C2=NC=CC(=C21)N2C[C@H](CCC2)N(C(OC(C)(C)C)=O)C)COCC[Si](C)(C)C tert-butyl N-[(3S)-1-[3-(5-fluoro-3-pyridyl)-1-(2-trimethylsilylethoxymethyl) pyrrolo[2,3-b]pyridin-4-yl]-3-piperidyl]-N-methyl-carbamate